3-((2S)-2-hydroxy-3-(8-(3-(1-(2-hydroxyethyl)-1H-pyrazol-4-yl)phenylsulfonyl)-1-oxa-8-azaspiro[4.5]dec-3-ylamino)propoxy)-N-methylbenzenesulfonamide O[C@H](COC=1C=C(C=CC1)S(=O)(=O)NC)CNC1COC2(C1)CCN(CC2)S(=O)(=O)C2=CC(=CC=C2)C=2C=NN(C2)CCO